aminostyryl-pyridine NC=1C(=NC=CC1)C=CC1=CC=CC=C1